C1(=CC=CC=C1)CCC1CCC(CC1)=O 4-phenylethyl-cyclohexane-1-one